7,7,8,8,8-pentafluorooctanol FC(CCCCCCO)(C(F)(F)F)F